ClC=1C=2N(C=CC1)N=C(C2)[C@@H]2N(CCC1=C2N=CN1)C(=O)C1=C(N=CO1)C1CC1 (R)-(4-(4-chloropyrazolo[1,5-a]pyridin-2-yl)-1,4,6,7-tetrahydro-5H-imidazo[4,5-c]pyridin-5-yl)(4-cyclopropyloxazol-5-yl)methanone